(3-{4-[6-(difluoromethoxy)pyridin-3-yl]-6-oxo-1,6-dihydropyrimidin-2-yl}-2,4-difluorobenzyl)isobutyramide FC(OC1=CC=C(C=N1)C=1N=C(NC(C1)=O)C=1C(=C(CC(C(=O)N)(C)C)C=CC1F)F)F